COCC1=CC=CC(=N1)CN1N=NC(=C1)C1=CC(=NC(=N1)NC(COC1=CC=CC=C1)=O)C=1C=C(C#N)C=CC1 m-[6-(1-{[6-(methoxymethyl)-2-pyridinyl]methyl}-1H-1,2,3-triazol-4-yl)-2-(2-phenoxyacetylamino)-4-pyrimidinyl]benzonitrile